4-[(9-benzyl-4-carbamoyl-7-ethyl-1,2,3,4-tetrahydrocarbazol-6-yl)oxy]Butyric acid C(C1=CC=CC=C1)N1C2=CC(=C(C=C2C=2C(CCCC12)C(N)=O)OCCCC(=O)O)CC